4-[4-Cyano-3-hydroxy-6-(2-methoxy-6-trifluoromethyl-benzyl)-pyridin-2-yl]-4-oxo-butyric acid C(#N)C1=C(C(=NC(=C1)CC1=C(C=CC=C1C(F)(F)F)OC)C(CCC(=O)O)=O)O